OC(CN(CC(C)O)CC(C)O)C 1-[bis(2-hydroxypropyl)amino]propan-2-ol